DL-α-methyl-propargyl-glycine ethyl ester C(C)OC([C@H](NCC#C)C)=O |r|